O1C=CC2=C1C(=CC=C2)C(C)(O)C=2N=CN(C2)C(C2=CC=CC=C2)(C2=CC=CC=C2)C2=CC=CC=C2 1-(1-benzofuran-7-yl)-1-[1-(triphenylmethyl)imidazol-4-yl]ethanol